C(#N)C=1C=NN2C1C(=CC(=C2)C2=CC=C(C=C2)N2CCN(CC2)C(=O)OC(C)(C)C)C=2C=NC(=CC2)C2(CCCCC2)CO tert-butyl 4-[4-[3-cyano-4-[6-[1-(hydroxymethyl)cyclohexyl]-3-pyridyl]pyrazolo[1,5-a]pyridin-6-yl]phenyl]piperazine-1-carboxylate